N1N=C(C=C1)C1=C(C=CC=C1)CC(C)=O o-pyrazolyl-phenylpropanone